4-bromo-6-chloro-1-propyl-1H-pyrrolo[2,3-b]pyridine BrC1=C2C(=NC(=C1)Cl)N(C=C2)CCC